ClC=1C=C(C=C(C1)NS(=O)(=O)C)NC(=O)C1=CN(C(=C1)C)C1=NC=C(C=C1)N1CC(OCC1)(C)C N-(3-chloro-5-(methylsulfonamido)phenyl)-1-(5-(2,2-dimethylmorpholino)pyridin-2-yl)-5-methyl-1H-pyrrole-3-carboxamide